C(C=CCCCCC)(=O)[O-].[Co+2].C(C=CCCCCC)(=O)[O-] cobalt (II) octenoate